[Cl-].C(CCCCCCCCCCCCCCCCC)[NH3+] Octadecylammonium chloride